2,3-epoxy-4-bromobutane BrCC1C(C)O1